benzothiazole cyclohexylamine salt C1(CCCCC1)N.S1C=NC2=C1C=CC=C2